4,5-dichloro-2-(4-fluoro-2-methoxyphenoxy)-N-(3-sulfamoylphenyl)benzamide ClC1=CC(=C(C(=O)NC2=CC(=CC=C2)S(N)(=O)=O)C=C1Cl)OC1=C(C=C(C=C1)F)OC